C(CCCCCCCCC(=O)OC(C)(C)C)(=O)O[C@@H]1[C@@](O[C@H](C1)N1C2=NC(=NC(=C2N=C1)N)F)(C#C)CO[Si](C1=CC=CC=C1)(C1=CC=CC=C1)C(C)(C)C 1-((2R,3S,5R)-5-(6-amino-2-fluoro-9H-purin-9-yl)-2-(((tert-butyldiphenylsilyl)oxy)methyl)-2-ethynyltetrahydrofuran-3-yl) 10-(tert-butyl) decanedioate